ClC1=C(C(=CC=C1F)Cl)[C@@H](C)OC=1C=C(C=NC1N)C=1C=NC(=CC1OC)N1[C@H](CNCC1)C 5-((R)-1-(2,6-dichloro-3-fluorophenyl)ethoxy)-4'-methoxy-6'-((S)-2-methylpiperazin-1-yl)-3,3'-bipyridine-6-amine